NC1=C(C(=O)O)C=C(C=N1)C=1C=C2COC3(CCN(CC3)C3CCOCC3)C2=CC1 2-amino-5-(1'-(tetrahydro-2H-pyran-4-yl)-3H-spiro[isobenzofuran-1,4'-piperidine]-5-yl)nicotinic acid